N1(CCOCC1)S(=O)(=O)NC1=CN=CC(=N1)C=1C=C(C(=O)NC2=CC=C(C=C2)OCCC2=CC=CC=C2)C=CC1 3-(6-(morpholine-4-sulfonamido)pyrazin-2-yl)-N-(4-phenethoxyphenyl)benzamide